(3R,4R)-ethyl 3-methylpiperidine-4-carboxylate C[C@H]1CNCC[C@H]1C(=O)OCC